ClC=1C=C(C=C(C1)OC)C1=C(C=C(C=C1C(C)C)C(C)C)C(C)C 3'-chloro-2,4,6-triisopropyl-5'-methoxy-1,1'-biphenyl